CC1=C(C(C(=C(N1CC(O)O)C(=O)OC(CCC1C(C(CCC1C)C)(C)C)CCC)OC)=O)C(NC1=C(C=C(C=C1)F)F)=O 1-[2,2,3,6-tetramethyl-cyclohexyl]-3-hexanol Methyl-5-(2,4-difluorophenylcarbamoyl)-1-(2,2-dihydroxyethyl)-3-methoxy-4-oxo-1,4-dihydropyridine-2-carboxylate